(2R,3R,4R,5S)-5-((4-chloro-6-methoxypyrimidin-2-yl)amino)-2-(hydroxymethyl)tetrahydro-2H-pyran-3,4-diol ClC1=NC(=NC(=C1)OC)N[C@@H]1[C@H]([C@H]([C@H](OC1)CO)O)O